CC(C)([Si](OCCOCCOCCOC1=C2C(N(C(C2=CC=C1)=O)C1C(NC(CC1)=O)=O)=O)(C1=CC=CC=C1)C1=CC=CC=C1)C 4-[(2,2-dimethyl-3,3-diphenyl-4,7,10-trioxa-3-siladodecan-12-yl)oxy]-2-(2,6-dioxopiperidin-3-yl)isoindole-1,3-dione